ClC1=C(C(=C(C=C1OC)OC)Cl)C=1C(N(C2=CC(=NC=C2C1)C=1C(=NN(C1)C1CN(CC1)C)C)CC)=O 3-(2,6-dichloro-3,5-dimethoxyphenyl)-1-ethyl-7-(3-methyl-1-(1-methylpyrrolidin-3-yl)-1H-pyrazol-4-yl)-1,6-naphthyridin-2(1H)-one